7-methyl-3-octanol CC(CCCC(CC)O)C